OC(=O)C(F)(F)F.N1CC(C1)C1=NC(=NC=C1)Cl 4-(azetidin-3-yl)-2-chloropyrimidine TFA salt